[GaH].[Te][Te] Gallium ditelluride